dichloro-3,5-dimethyl-2,4'-bipyridine ClC1=C(C(=C(C(=N1)C1=CC=NC=C1)C)Cl)C